8-oxo-N-(2-phenoxyethyl)nonanamide O=C(CCCCCCC(=O)NCCOC1=CC=CC=C1)C